2,6,10,15,19,23-Hexamethyl-2,6,10,14,18,22-tetracosahexaen CC(C)=CCCC(=CCCC(=CCCC=C(CCC=C(CCC=C(C)C)C)C)C)C